FC(C1=CC=C2C3=C(NC2=C1)[C@H]1[C@H]2N(C(C3)=O)C[C@H](C2)C1)(F)F (2S,12R,12aS)-9-(trifluoromethyl)-2,3,6,11,12,12a-hexahydro-2,12-methanopyrrolo[1',2':1,2]azepino[4,5-b]indol-5(1H)-one